C1(=CC=CC=C1)C1=C(C=2C=3C=CC=C4C=CC=C(C5=CC=CC(=C1)C52)C43)C4=CC=CC=C4 Diphenylperylene